The molecule is an organic cation obtained by protonation of the tertiary amino function of 6-hydroxy-N-methylmyosmine; major species at pH 7.3. It has a role as a bacterial xenobiotic metabolite. It is an ammonium ion derivative and an organic cation. It is a conjugate acid of a 6-hydroxy-N-methylmyosmine. C[NH+]1CCC=C1C2=CNC(=O)C=C2